(R)-2-amino-6-borono-2-(2-(methyl(phenethyl)amino)ethyl)hexanoic acid N[C@](C(=O)O)(CCCCB(O)O)CCN(CCC1=CC=CC=C1)C